Methyl 3-(((S)-3-butyl-2-methyl-7-(methylthio)-1,1-dioxido-5-phenyl-2,3,4,5-tetrahydro-1,2,5-benzothiadiazepin-8-yl)oxy)-2-methoxypropanoate C(CCC)[C@@H]1N(S(C2=C(N(C1)C1=CC=CC=C1)C=C(C(=C2)OCC(C(=O)OC)OC)SC)(=O)=O)C